C(CCC)C1(N(C(C=2C=CCCC12)=O)CC1=CC=C(C=C1)C)O 3-butyl-3-hydroxy-2-(4-methylbenzyl)-2,3,4,5-tetrahydro-1H-isoindol-1-one